(6-Chloro-5-methyl-1-(tetrahydro-2H-pyran-2-yl)-1H-indazol-4-yl)-2,6,8-trifluoroquinazoline ClC1=C(C(=C2C=NN(C2=C1)C1OCCCC1)C1=NC(=NC2=C(C=C(C=C12)F)F)F)C